C(C1=CC=CC=C1)OC1=NC=C(C=C1S(=O)(=O)NC=1C(=C(C(=CC1)F)C=1N=CC=2N(C1)C=NC2C(=O)NC)F)Cl 6-[3-[2-(benzyloxy)-5-chloropyridine-3-sulfonamido]-2,6-difluorophenyl]-N-methylimidazo[1,5-a]pyrazine-1-carboxamide